1-Chlorobutadiene ClC=CC=C